1-[[[4-(aminocarbonyl)pyridinio]methoxy]methyl]-2-[(hydroxyimino)methyl]pyridinium dimethanesulfonate CS(=O)(=O)[O-].CS(=O)(=O)[O-].NC(=O)C1=CC=[N+](C=C1)COC[N+]1=C(C=CC=C1)C=NO